C(C)(=O)N[C@H]1C[C@H](CCC1)C(=O)NC1=NC=C(C(=C1)C=1N=NN2C1CCCC2)Cl (1s,3r)-3-acetamido-N-(5-chloro-4-(4,5,6,7-tetrahydro-[1,2,3]triazolo[1,5-a]pyridin-3-yl)pyridin-2-yl)cyclohexanecarboxamide